BrC=1C(N(C(N(C1)CC(=O)OC)=O)CCSC)=O Methyl [5-bromo-3-(2-methylsulfanyl-ethyl)-2,4-dioxo-3,4-dihydro-2H-pyrimidin-1-yl]-acetate